ClCC(=O)N(CC1=CC(=CC=C1)OC)C1=CC(=CC(=C1)C)C 2-chloro-N-(3,5-dimethylphenyl)-N-[(3-methoxyphenyl)methyl]acetamide